4-(bicyclo[1.1.1]pentan-1-ylamino)-2-((1r,4r)-4-(2,2,2-trifluoroethoxy)cyclohexylamino)pyrimidine-5-carboxamide C12(CC(C1)C2)NC2=NC(=NC=C2C(=O)N)NC2CCC(CC2)OCC(F)(F)F